2-(2,6-DIOXOPIPERIDIN-3-YL)-4-((4-(THIOMORPHOLINOMETHYL)BENZYL)OXY)ISOINDOLINE-1,3-DIONE O=C1NC(CCC1N1C(C2=CC=CC(=C2C1=O)OCC1=CC=C(C=C1)CN1CCSCC1)=O)=O